1,3,5-tricarboxyphenylbenzene C(=O)(O)C1(CC(=CC(=C1)C(=O)O)C(=O)O)C1=CC=CC=C1